N(=[N+]=[N-])CC(C=O)O 3-azido-2-hydroxypropanal